FC=1C=2CCCC2C(=C2CCCC12)NC(=O)NS(=O)(=NC(C1=CC=CC=C1)(C1=CC=CC=C1)C1=CC=CC=C1)C=1C=NN2C1OCC2C 1-(8-fluoro-1,2,3,5,6,7-hexahydro-s-indacen-4-yl)-3-[S-(3-methyl-2,3-dihydropyrazolo[5,1-b]oxazol-7-yl)-N-trityl-sulfonimidoyl]urea